2-(3-formylphenyl)acetonitrile C(=O)C=1C=C(C=CC1)CC#N